(4-bromophenyl)-4-(4-fluorophenyl)oxazole-5-carbaldehyde BrC1=CC=C(C=C1)C=1OC(=C(N1)C1=CC=C(C=C1)F)C=O